tert-butyl 3-(2-methylsulfonyl-5-oxo-5,7-dihydro-6H-pyrrolo[3,4-d]pyrimidin-6-yl)propanoate CS(=O)(=O)C=1N=CC2=C(N1)CN(C2=O)CCC(=O)OC(C)(C)C